OCC#CC=1C=CC(=NC1)C(=O)OC(C)(C)C tert-butyl 5-(3-hydroxyprop-1-yn-1-yl)picolinate